N-(4'-((2-(1,1-difluoroethyl)-6-methylpyrimidin-4-yl)amino)-5,6-dimethoxy-[2,3'-bipyridyl]-6'-yl)acetamide FC(C)(F)C1=NC(=CC(=N1)NC1=C(C=NC(=C1)NC(C)=O)C1=NC(=C(C=C1)OC)OC)C